CC1=C(C=CC2=C1COC1=CN=CC=C12)N 7-methyl-6H-isochromeno[3,4-c]pyridin-8-amine